C(C)C1=C(N=NN1)CC diethyl-1H-1,2,3-triazole